[N-](S(=O)(=O)C(F)(F)F)S(=O)(=O)C(F)(F)F.OCC[N+](CCCCCCCC)(C)C 2-hydroxyethyl-dimethyl-octyl-ammonium Bis(trifluoromethanesulfonyl)imide salt